1-[2-(azetidin-1-yl)-2-oxo-ethyl]-6-(5-chloro-4-methyl-2-thienyl)-3H-imidazo[4,5-B]pyridin-2-one N1(CCC1)C(CN1C(NC2=NC=C(C=C21)C=2SC(=C(C2)C)Cl)=O)=O